(6-(3,5-dimethoxyphenyl)-4,5,6,7-tetrahydro-1H-indazol-3-yl)cyclopropane-1-carbonitrile COC=1C=C(C=C(C1)OC)C1CCC=2C(=NNC2C1)C1(CC1)C#N